N(CC(=O)C)CC(=O)C 1,1'-iminodiacetone